N1=CC(=CC=C1)C[C@H](N)C(=O)O 3-(3-Pyridyl)-alanine